O1C(=C(C=C1)C(=O)[O-])C(=O)OCC1CO1 glycidyl furandicarboxylate